N-[(1R,3S)-3-{[6-fluoro-2-(trifluoromethyl)quinolin-4-yl]amino}cyclohexyl]-1H-pyrazole-4-carboxamide FC=1C=C2C(=CC(=NC2=CC1)C(F)(F)F)N[C@@H]1C[C@@H](CCC1)NC(=O)C=1C=NNC1